FC(C=1C(=C(C=CC1)[C@@H](C)NC=1C2=C(N=C(N1)C)C=NC(=C2)N2CCC(CC2)C(C)(C)O)F)F 2-{1-[4-({(1R)-1-[3-(difluoromethyl)-2-fluorophenyl]ethyl}amino)-2-methylpyrido[3,4-d]pyrimidin-6-yl]piperidin-4-yl}propan-2-ol